di(n-butyl) (2-ethylhexyl) citrate C(CC(O)(C(=O)OCC(CCCC)CC)CC(=O)OCCCC)(=O)OCCCC